CC1(CC(CC(C1)C)OC(C1=C(C=CC=C1)O)=O)C 3,3,5-trimethylcyclohexyl-2-hydroxybenzoate